{2-[(S)-2,3,4,9-tetrahydro-1H-carbazol-3-ylamino]-7-aza-7-spiro[3.5]nonyl}[5-(hydroxymethyl)-2-furyl]methanone C1C[C@@H](CC=2C3=CC=CC=C3NC12)NC1CC2(C1)CCN(CC2)C(=O)C=2OC(=CC2)CO